FC=1C(=C(C(=O)N)C(=CC1F)C1=CC=NC=C1)NC1=C(C=C(C=C1)I)F 3,4-Difluoro-2-[(2-fluoro-4-iodophenyl)amino]-6-(pyridin-4-yl)benzamide